FC(C=1N=CC=2N(C1)C(=CN2)C2=NC=CC(=N2)C=2C=C(C(=O)N)C=CC2F)F 3-(2-(6-(Difluoromethyl)imidazo[1,2-a]pyrazin-3-yl)pyrimidin-4-yl)-4-fluorobenzamide